C(CCCCCCCCCCCCCCCCCCCC)NC(CCC)N N-heneicosyl-butanediamine